eicosane-6,9-diol CCCCCC(CCC(CCCCCCCCCCC)O)O